CC=1N=CC2=CC=C(C=C2C1)C1=CN=C(S1)C#CC1CCOCC1 5-(3-methylisoquinolin-6-yl)-2-((tetrahydro-2H-pyran-4-yl)ethynyl)thiazole